BrC1=C(C=NN1C)C(=O)OC(C)(C)C tert-Butyl 5-bromo-1-methyl-1H-pyrazole-4-carboxylate